3-methylbutyl-4,5-dihydroisoxazole-5-carboxamide CC(CCC1=NOC(C1)C(=O)N)C